BrC=1C(=NC(=C(C1)C)C)NC1=C(C(=CC(=C1F)OC)OC)F 3-bromo-N-(2,6-difluoro-3,5-dimethoxyphenyl)-5,6-dimethylpyridine-2-amine